1-benzyl-2-(diethylsilyl)-1H-indole C(C1=CC=CC=C1)N1C(=CC2=CC=CC=C12)[SiH](CC)CC